CC1N(C=CC=N1)C(C)C1=CC(=CC=C1)C=1C=NN(C1)C 2-methyl-N-{1-[3-(1-methyl-1H-pyrazol-4-yl)phenyl]ethyl}pyrimidin